ClC1=CC=C(C=C1)C1=NOC(=N1)C1[C@H]2CN(C[C@@H]1C2)C(CC2=NC=NN2C)=O 1-((1R,5S,6s)-6-(3-(4-chlorophenyl)-1,2,4-oxadiazol-5-yl)-3-azabicyclo[3.1.1]heptan-3-yl)-2-(1-methyl-1H-1,2,4-triazol-5-yl)ethan-1-one